C(C)(C)(C)OC(=O)N1C=CC2(CN(C2)C=2C=C3CN(C(C3=CC2)=O)[C@H](C(=O)N)CCC(=O)OC(C)(C)C)CC1 (S)-2-(2-(1-amino-5-(tert-butoxy)-1,5-dioxopentan-2-yl)-1-oxoisoindol-5-yl)-2,7-diazaspiro[3.5]nonene-7-carboxylic acid tert-butyl ester